((4-(4-chloro-3-(trifluoromethyl)phenoxy)-3,5-difluorobenzyl)oxy)-6,7,10,11-tetrahydro-4H,8H-7a,10-methanopyrimido[6',1':2,3]pyrimido[6,1-c][1,4]oxazin-4-one ClC1=C(C=C(OC2=C(C=C(COC=3C=NC(N4C3N3C5(COC(C3)C5)CC4)=O)C=C2F)F)C=C1)C(F)(F)F